N-(1-(4-chlorobenzyl)-1H-indazol-3-yl)-3-(pyridin-3-yl)propenamide ClC1=CC=C(CN2N=C(C3=CC=CC=C23)NC(C=CC=2C=NC=CC2)=O)C=C1